2-(4-methoxyphenyl)-2-methyl-1,2-dihydroquinoline COC1=CC=C(C=C1)C1(NC2=CC=CC=C2C=C1)C